(S)-1-(1-((5-(4-((4-(piperazin-1-ylmethyl)phenyl)ethynyl)phenyl)isoxazol-3-yl)methyl)-1H-imidazol-2-yl)ethan-1-ol N1(CCNCC1)CC1=CC=C(C=C1)C#CC1=CC=C(C=C1)C1=CC(=NO1)CN1C(=NC=C1)[C@H](C)O